IC=1C=NN(C1)CCC(C)(O)C 4-(4-iodopyrazol-1-yl)-2-methylbutan-2-ol